3-((6-(dimethylamino)quinolin-4-yl)amino)-N-(3-((2-methylpyridin-4-yl)amino)phenyl)benzamide CN(C=1C=C2C(=CC=NC2=CC1)NC=1C=C(C(=O)NC2=CC(=CC=C2)NC2=CC(=NC=C2)C)C=CC1)C